ClC1=CC(CCC1)=O 3-chlorocyclohex-2-en-1-one